3-ethynyl-5-(4,4,5,5-tetramethyl-1,3,2-dioxaborolane-2-yl)-1H-pyrrolo[2,3-b]pyridine C(#C)C1=CNC2=NC=C(C=C21)B2OC(C(O2)(C)C)(C)C